4-amino-1-[(3R,5R)-5-hydroxy-1-prop-2-enoyl-3-piperidyl]-3-(4-phenoxyphenyl)imidazo[4,5-c]pyridin-2-one NC1=NC=CC2=C1N(C(N2[C@H]2CN(C[C@@H](C2)O)C(C=C)=O)=O)C2=CC=C(C=C2)OC2=CC=CC=C2